ClC=1C(=CC(=NC1)NC(=O)C1CCN(CC1)CC=1C(=C2C(N(C(C2=CC1)=O)C1C(NC(CC1)=O)=O)=O)F)C1=C2N(N=C1)CC(C2)(C)C N-(5-chloro-4-(5,5-dimethyl-5,6-dihydro-4H-pyrrolo[1,2-b]pyrazol-3-yl)pyridin-2-yl)-1-((2-(2,6-dioxopiperidin-3-yl)-4-fluoro-1,3-dioxoisoindoline-5-yl)methyl)piperidine-4-Formamide